9-(4-tertiary butyl-phenyl)-3,6-bis(triphenylsilyl)-9H-carbazole C(C)(C)(C)C1=CC=C(C=C1)N1C2=CC=C(C=C2C=2C=C(C=CC12)[Si](C1=CC=CC=C1)(C1=CC=CC=C1)C1=CC=CC=C1)[Si](C1=CC=CC=C1)(C1=CC=CC=C1)C1=CC=CC=C1